S(N)(=O)(=O)NC1=CC=C(C=C1)CN1CCC2(CN(C2)C2=NC=NC3=CC=C(C=C23)CC(F)(F)F)CC1 4-[7-[[4-(sulfamoylamino)phenyl]methyl]-2,7-diazaspiro[3.5]nonan-2-yl]-6-(2,2,2-trifluoroethyl)quinazoline